C(C)(=O)O[C@H]1[C@@H](O[C@@H]([C@H]1OC(C)=O)CNS(=O)(=O)C1=CC2=CC=CC=C2C=C1)N1C2=NC=NC(=C2N=C1)N (2R,3R,4R,5R)-2-(6-Amino-9H-purin-9-yl)-5-((naphthalene-2-sulfonamido)methyl)tetrahydrofuran-3,4-diyl diacetate